4-[[3,3-Difluoro-3-(4-fluorophenyl)-propyl]sulfanyl]-N-(3-methyl-butyl)-pyridine-3-carboxylic acid amide FC(CCSC1=C(C=NC=C1)C(=O)NCCC(C)C)(C1=CC=C(C=C1)F)F